2-(tetrahydro-2H-pyran-4-yl)indolizine-7-carboxylic acid isopropyl ester C(C)(C)OC(=O)C=1C=CN2C=C(C=C2C1)C1CCOCC1